C12(CC3CC(CC(C1)C3)C2)CN2N=CC(=C2C)C2=CN=C(C(=C2C(=O)OC)O)NC=2C=NC(=CC2)NC=2SC3=C(N2)C=CC=C3 methyl 5-(1-(adamantan-1-ylmethyl)-5-methyl-1H-pyrazol-4-yl)-2-((6-(benzo[d]thiazol-2-ylamino) pyridin-3-yl) amino)-3-hydroxyisonicotinate